7-phenylindolo[1,2-a]quinoxaline C1(=CC=CC=C1)C=1C2=CC=CC=C2N2C1C=NC=1C=CC=CC21